butyl 3-cyano-3-hydroxypropyl(methyl)phosphinate C(#N)C(CCP(OCCCC)(=O)C)O